C(N)(OC1=NC(=NC(=C1)NC1=C(C=CC=C1)OC)C(N)=O)=O (2-carbamoyl-6-((2-methoxyphenyl) amino) pyrimidin-4-yl) carbamate